2-Bromo-2-ethylpropionyl bromide BrC(C(=O)Br)(C)CC